cyclopentansulfonamid C1(CCCC1)S(=O)(=O)N